((2S,4S)-2-(1-(tert-Butoxycarbonyl)azetidin-2-yl)-5-chloro-6-fluoro-2-phenyl-2,3-dihydrobenzofuran-4-yl)-3-fluoro-4-(2-((tetrahydro-2H-pyran-2-yl)oxy)ethoxy)benzoic acid C(C)(C)(C)OC(=O)N1C(CC1)[C@@]1(OC2=C(C1)C(=C(C(=C2)F)Cl)C2=C(C(=O)O)C=CC(=C2F)OCCOC2OCCCC2)C2=CC=CC=C2